C1(=CC=CC=C1)S(=O)(=O)N1C=C(C=2C1=NC=CC2)C=2SC=C(N2)C=2C=C(C=CC2)C(C)(O)C2=NC=CC=C2 1-(3-(2-(1-(phenylsulfonyl)-1H-pyrrolo[2,3-b]pyridin-3-yl)thiazol-4-yl)phenyl)-1-(pyridin-2-yl)ethanol